3-(5-chloro-2-methoxy-3-pyridyl)-3-methyl-6-(trifluoromethyl)indolin-2-one ClC=1C=C(C(=NC1)OC)C1(C(NC2=CC(=CC=C12)C(F)(F)F)=O)C